5-(trans-2-((cyclopropylmethyl)amino)cyclopropyl)-N-(5-methyl-1,3,4-thiadiazol-2-yl)thiophene-3-carboxamide Dihydrochloride Cl.Cl.C1(CC1)CN[C@H]1[C@@H](C1)C1=CC(=CS1)C(=O)NC=1SC(=NN1)C